Cl.C(C)C1=NC2=C(N1C/C(=C/CN)/F)C=CC=C2C2=CC(=CC=C2)S(=O)(=O)C (Z)-4-(2-ethyl-4-(3-(methylsulfonyl)phenyl)-1H-benzo[d]imidazol-1-yl)-3-fluorobut-2-en-1-amine hydrochloride